N-[8-fluoro-2-methylimidazo[1,2-a]pyridin-6-yl]-4-(piperidin-4-yl)cinnoline-8-carboxamide FC=1C=2N(C=C(C1)NC(=O)C=1C=CC=C3C(=CN=NC13)C1CCNCC1)C=C(N2)C